(R)-5-(6-(2-hydroxy-6-methyl-4-(trifluoromethyl)phenyl)-3-methyl-2H-pyrazolo[3,4-b]pyrazin-2-yl)piperidin-2-one OC1=C(C(=CC(=C1)C(F)(F)F)C)C=1C=NC=2C(N1)=NN(C2C)[C@@H]2CCC(NC2)=O